C(=O)(O)CCC(=O)C1=CC2=C(S1)C=C(C(=C2)OCCCC2=C(C=C1C(=N2)C=C(S1)C(CCC(=O)O)=O)OC)OC 4-(5-(3-((2-(3-carboxypropanoyl)-6-methoxybenzo[b]thiophen-5-yl)oxy)propyl)-6-methoxythieno[3,2-b]pyridin-2-yl)-4-oxobutanoic acid